C[C@H]1C=2C(=CC=NC2CCC1)O (5R)-5-methyl-5,6,7,8-tetrahydroquinolin-4-ol